O(C1=CC=CC=C1)C1=C(C=CC=C1)B(O)O 2-PHENOXYPHENYLBORONIC ACID